3-(3,4-dichlorophenyl)-1-phenyl-1H-pyrazole-4-carbaldehyde ClC=1C=C(C=CC1Cl)C1=NN(C=C1C=O)C1=CC=CC=C1